C(C1=CC=CC=C1)OC(=O)NC1=C(C=C(C=C1)C(C(=O)OCC)CO[Si](C)(C)C(C)(C)C)F ethyl 2-(4-(((benzyloxy)carbonyl)amino)-3-fluorophenyl)-3-((tert-butyldimethylsilyl)oxy)propanoate